C(C=C)(=O)OC(=O)O monocarboxyl acrylate